1-(5-bromopyrimidin-2-yl)ethan-1-one BrC=1C=NC(=NC1)C(C)=O